N-[4-(3-cyanophenyl)-5-(2-cyclopropyl-6-methyl-4-pyridinyl)thiazol-2-yl]-2-oxa-6-azaspiro[3.3]heptane-6-carboxamide C(#N)C=1C=C(C=CC1)C=1N=C(SC1C1=CC(=NC(=C1)C)C1CC1)NC(=O)N1CC2(COC2)C1